3-((4-bromophenyl)(t-butoxycarbonyl)amino)-2-((t-butyldimethylsilyl)-oxy)propanoic acid tert-butyl ester C(C)(C)(C)OC(C(CN(C(=O)OC(C)(C)C)C1=CC=C(C=C1)Br)O[Si](C)(C)C(C)(C)C)=O